N-[2-[3-(hydroxymethyl)cyclobutyl]indazol-5-yl]-6-(trifluoromethyl)pyridine OCC1CC(C1)N1N=C2C=CC(=CC2=C1)N1CC=CC=C1C(F)(F)F